BrC(C(=O)OCC)C1=C(C(=CC(=C1)[C@@H]1OCC(CC1)(C)C)F)OC ethyl 2-bromo-2-(5-((R)-5,5-dimethyltetrahydro-2H-pyran-2-yl)-3-fluoro-2-methoxyphenyl)acetate